N-(3-methoxybenzyl)-N-(4-morpholinobenzyl)-2-(morpholinomethyl)pyridin-4-amine COC=1C=C(CN(C2=CC(=NC=C2)CN2CCOCC2)CC2=CC=C(C=C2)N2CCOCC2)C=CC1